4-Benzyloxymethyl-1,3-dioxan-2-one C(C1=CC=CC=C1)OCC1OC(OCC1)=O